tert-butyl 2-(4-{4-[2,6-bis(benzyloxy)pyridin-3-yl]phenyl}piperazin-1-yl)acetate C(C1=CC=CC=C1)OC1=NC(=CC=C1C1=CC=C(C=C1)N1CCN(CC1)CC(=O)OC(C)(C)C)OCC1=CC=CC=C1